C(C)(C)(C)OC(=O)N1C[C@@H](N(CC1)CC1C(CN(CC1)C(=O)OCC1=CC=CC=C1)(F)F)C tert-butyl-(3S)-4-((1-((benzyloxy)carbonyl)-3,3-difluoropiperidin-4-yl)methyl)-3-methylpiperazine-1-carboxylate